NC=1OC2=C(C=NC=C2N2C[C@@H](O[C@@H](C2)C)C(=O)N2[C@@H](C3=C(C=C(C=C3CC2)Cl)Cl)C)N1 ((2R,6R)-4-(2-aminooxazolo[4,5-c]pyridin-7-yl)-6-methylmorpholin-2-yl)((R)-6,8-dichloro-1-methyl-3,4-dihydroisoquinolin-2(1H)-yl)methanone